COC1=C(C=C2C(=CC=NC2=C1)OC1=CC(=CC(=C1)C(NC)=O)OC)C(=O)N 7-Methoxy-4-(3-methoxy-5-(methylcarbamoyl)phenoxy)quinoline-6-carboxamide